OC1=C(C=C(C(=C1)OC)C1=C(C(=C(C(=C1C)C1=C(C=C(C(=C1)C(=O)OC)O)OC)C)C1=CC(=C(C=C1OC)O)C(=O)OC)C)C(=O)OC dimethyl 4,4''-dihydroxy-5'-(4-hydroxy-2-methoxy-5-(methoxycarbonyl)phenyl)-6,6''-dimethoxy-2',4',6'-trimethyl-[1,1':3',1''-terphenyl]-3,3''-dicarboxylate